BrC1=C(C(=C(NC(C(=O)OC)C(C)F)C=C1)[N+](=O)[O-])F methyl 2-(4-bromo-3-fluoro-2-nitro-anilino)-3-fluoro-butanoate